3-[4-(3-methylbut-2-enoxy)phenyl]propan-1-ol CC(=CCOC1=CC=C(C=C1)CCCO)C